N1(CCCCC1)C1=NC=NC=C1 4-piperidinyl-pyrimidine